(2S,3R)-3-[(2R)-5,6-dimethoxy-5,6-dimethyl-1,4-dioxan-2-yl]-2-(fluorenylmethoxycarbonyl-amino)butanoic acid tert-butyl ester C(C)(C)(C)OC([C@H]([C@@H](C)[C@H]1OC(C(OC1)(C)OC)(C)OC)NC(=O)OCC1=CC=CC=2C3=CC=CC=C3CC12)=O